O1C2=C(OCC1)C=C(C=C2)/C=C/C(=O)N(CC=2SC=CC2)CC (E)-3-(2,3-dihydrobenzo[b][1,4]dioxin-6-yl)-N-ethyl-N-(thiophen-2-ylmethyl)acrylamide